CC(C1=CC=C(C=C1)C(=O)C2=CC=CS2)C(=O)O The molecule is an aromatic ketone that is thiophene substituted at C-2 by a 4-(1-carboxyethyl)benzoyl group. It has a role as a non-steroidal anti-inflammatory drug, a non-narcotic analgesic, an EC 1.14.99.1 (prostaglandin-endoperoxide synthase) inhibitor, an antirheumatic drug, a peripheral nervous system drug and a drug allergen. It is a member of thiophenes, a monocarboxylic acid and an aromatic ketone.